C1(CCCC1)N1C(=CC2=C1N=C(N=C2)NC2=NC=C(C=C2)N2CCN(CC2)CC=2C=C1CN(C(C1=CC2)=O)C2C(NC(CC2)=O)=O)C(=O)N(C)C 7-cyclopentyl-2-((5-(4-((2-(2,6-dioxopiperidin-3-yl)-1-oxoisoindoline-5-yl)methyl)piperazin-1-yl)pyridin-2-yl)amino)-N,N-dimethyl-7H-pyrrolo[2,3-d]pyrimidine-6-carboxamide